isopropyl 2-((4-(3-(dimethylamino) piperidin-1-yl)-2-methoxy-5-nitrophenyl)amino)-4-(3,3,5-trimethyl-2,3-dihydro-1H-pyrrolo[3,2-b]pyridin-1-yl)pyrimidine-5-carboxylate CN(C1CN(CCC1)C1=CC(=C(C=C1[N+](=O)[O-])NC1=NC=C(C(=N1)N1CC(C2=NC(=CC=C21)C)(C)C)C(=O)OC(C)C)OC)C